FC1=C(C(=CC=C1)C)C1CCC(CC1)C1=CC=2C(=NC=C(N2)C(F)(F)F)N(C1=O)CC1=NC=CC=C1OC 7-((1r,4r)-4-(2-Fluoro-6-methylphenyl)cyclohexyl)-5-((3-methoxypyridin-2-yl)methyl)-2-(trifluoromethyl)pyrido[2,3-b]pyrazin-6(5H)-one